5-(4-{[trans-4-{[4-(pentafluoro-λ6-sulfanyl)phenyl]Amino}cyclohexyl]sulfonimidoyl}phenyl)-2,3-dihydro-1H-isoindol-1-one FS(C1=CC=C(C=C1)N[C@@H]1CC[C@H](CC1)S(=O)(=N)C1=CC=C(C=C1)C=1C=C2CNC(C2=CC1)=O)(F)(F)(F)F